(3-((5-fluoro-2-(1-(2-hydroxyethyl)-3,5-dimethyl-1H-pyrazol-4-yl)pyrimidin-4-yl)oxy)azetidin-1-yl)methanone FC=1C(=NC(=NC1)C=1C(=NN(C1C)CCO)C)OC1CN(C1)C=O